C(#N)C=1C(=NC(=C(C1CC)C#N)N1CC(C1)CO)SC(C(=O)N)C1=CC=CC=C1 2-((3,5-dicyano-4-ethyl-6-(3-(hydroxymethyl)azetidin-1-yl)pyridin-2-yl)thio)-2-phenylacetamide